C(C)(C)C1=C(C(=CC(=C1)C(C)C)C(C)C)S(=O)(=O)N=[N+]=[N-] 2,4,6-triisopropylbenzenesulfonylazide